C(CCCC)OCCOCC(=O)O 2-(2-(pentyloxy)ethoxy)acetic acid